Magnesium silicate Magnesium [Mg+2].[Si]([O-])([O-])([O-])[O-].[Mg+2]